Cl.C(#N)C=1C=NC2=CC=C(C=C2C1)OC 3-cyano-6-methoxyquinoline hydrochloride